6-bromo-3,4,5-trimethoxy-[1,1'-biphenyl]-2-carbaldehyde BrC=1C(=C(C(=C(C1C1=CC=CC=C1)C=O)OC)OC)OC